(6-((2-((2-methoxy-5-(1-methyl-1H-pyrazol-4-yl)-4-(4-methylpiperazin-1-yl)phenyl)amino)-7H-pyrrolo[2,3-d]pyrimidin-4-yl)amino)-2,3-dimethylphenyl)dimethyl-phosphine oxide COC1=C(C=C(C(=C1)N1CCN(CC1)C)C=1C=NN(C1)C)NC=1N=C(C2=C(N1)NC=C2)NC2=CC=C(C(=C2P(C)(C)=O)C)C